di(n-propyl) sulfone C(CC)S(=O)(=O)CCC